1-ethyl-6-fluoro-7-piperazin-1-yl-3-(4-chlorocinnamoyl)-quinolin-4(1H)-one C(C)N1C=C(C(C2=CC(=C(C=C12)N1CCNCC1)F)=O)C(C=CC1=CC=C(C=C1)Cl)=O